1-bromo-3,5-dimethylcyclohexanecarboxylic acid BrC1(CC(CC(C1)C)C)C(=O)O